Ethyl (E)-1-(((3-ethoxy-1-morpholino-3-oxoprop-1-en-2-yl)thio)carbonothioyl)piperidine-3-carboxylate C(C)OC(\C(=C/N1CCOCC1)\SC(=S)N1CC(CCC1)C(=O)OCC)=O